2-[6-[4-(1-tert-butoxycarbonyl-4-piperidinyl)phenyl]-4-fluoro-1-oxo-isoindolin-2-yl]-2-(6,7-dihydro-5H-pyrrolo[1,2-c]imidazol-1-yl)acetyl-lithium C(C)(C)(C)OC(=O)N1CCC(CC1)C1=CC=C(C=C1)C1=CC(=C2CN(C(C2=C1)=O)C(C(=O)[Li])C1=C2N(C=N1)CCC2)F